4-(2-bromo-1,5-dihydro-3H-pyrano[3,4,5-cd]indol-6-yl)piperidine-1-carboxylic acid tert-butyl ester C(C)(C)(C)OC(=O)N1CCC(CC1)C1=C2C=3C(=C(NC3C=C1)Br)COC2